O=C1NC(CC[C@@H]1N1C(C2=CC=CC(=C2C1=O)NCC(=O)N1CCN(CC1)C1=CC=C(CNC2=C3N=CN(C3=NC=N2)C2CC(C2)NC(C2=NC(=CC=C2)C)=O)C=C1)=O)=O N-((1s,3s)-3-(6-((4-(4-((2-(2,6-dioxopiperidin-3-yl)-1,3-dioxoisoindoline-4-yl)glycyl)piperazin-1-yl)benzyl)amino)-9H-purin-9-yl)cyclobutyl)-6-methylpicolinamide